O1C(OCC1)[C@H](C)NP1(OC[C@H]2[C@H](O1)[C@H]([C@H](O2)N2C(NC(C(=C2)C)=O)=O)F)=O 1-((4aS,6S,7R,7aS)-2-(((S)-1-(1,3-Dioxolan-2-yl)ethyl)amino)-7-fluoro-2-oxidotetrahydro-4H-furo[3,2-d][1,3,2]dioxaphosphinin-6-yl)-5-methylpyrimidine-2,4(1H,3H)-dione